(7-((5-Ethyl-6-(trifluoromethyl)pyridin-2-yl)oxy)-2-azaspiro[3.5]nonan-2-yl)((1s,3s)-3-hydroxy-3-methylcyclobutyl)methanone C(C)C=1C=CC(=NC1C(F)(F)F)OC1CCC2(CN(C2)C(=O)C2CC(C2)(C)O)CC1